4-(hexadecylthio)-1-butanol C(CCCCCCCCCCCCCCC)SCCCCO